6-chloro-4-((2-cyano-3-(1-methyl-1H-pyrazol-4-yl)phenyl)amino)-N-methoxynicotinamide ClC1=NC=C(C(=O)NOC)C(=C1)NC1=C(C(=CC=C1)C=1C=NN(C1)C)C#N